[N+](=O)([O-])C=1C=CC(=NC1)SSCCO 2-((5-nitropyridin-2-yl)disulfanyl)ethanol